ClC=1C=C(C=CC1OC)C1=C(C=CC=C1C=1N=NN(N1)C(C1=CC=CC=C1)(C1=CC=CC=C1)C1=CC=CC=C1)F 3'-Chloro-2-fluoro-4'-methoxy-6-(2-trityl-2H-tetrazol-5-yl)-[1,1'-biphenyl]